FC1=CC=C(CNCC2CN(C2)C(C)C)C=C1 (4-fluorobenzyl)-1-(1-isopropylazetidin-3-yl)methylamine